L-2,4-difluorophenylalanine FC1=C(C[C@H](N)C(=O)O)C=CC(=C1)F